methyl 1-methyl-3-(((methylsulfonyl)oxy)methyl)-1H-pyrazole-5-carboxylate CN1N=C(C=C1C(=O)OC)COS(=O)(=O)C